ClC1=CC=C(C=C1)C1=C(C(=O)N)C=CC(=C1C)N(C(=O)NC1=CC=C(C=C1)Cl)CCN1CCCC1 (4-chlorophenyl)-4-{3-(4-chlorophenyl)-1-[2-(pyrrolidin-1-yl)ethyl]ureido}-3-methylbenzamide